O1CC[C@@H](C2=CC=CC=C12)NC(=O)C=1C=NC2=C(C=CC=C2C1N1CCOCC1)N1[C@@H](COCC1)C N-[(4S)-3,4-dihydro-2H-chromen-4-yl]-8-[(3R)-3-methylmorpholin-4-yl]-4-(morpholin-4-yl)quinoline-3-carboxamide